1-(3-Ethyl-5-methyl-pyridin-4-yl)-8-(1-ethyl-1H-pyrazol-4-yl)-7-methoxy-3-methyl-1,3-dihydro-imidazo[4,5-c]chinolin-2-on C(C)C=1C=NC=C(C1N1C(N(C=2C=NC=3C=C(C(=CC3C21)C=2C=NN(C2)CC)OC)C)=O)C